C[C@H]1NC(O[C@H]1C1=CC=CC=C1)=O (4R,5S)-4-methyl-2-oxo-5-phenyloxazolidine